bromo-3',4'-dihydro-1'H-spiro[cyclopropane-1,2'-naphthalen]-1'-amine hydrochloride Cl.BrC1(C2(CCC3=CC=CC=C13)CC2)N